FC(C=1C=CC(=NC1)N1C=CC2=C(C=CC=C12)CN1CCOCC1)(F)F 4-((1-(5-trifluoromethylpyridin-2-yl)-1H-indol-4-yl)methyl)morpholine